(tert-Butoxycarbonyl)-N-(1-(2-Cyanophenyl)piperidin-4-yl)Glycinate C(C)(C)(C)OC(=O)N(CC(=O)[O-])C1CCN(CC1)C1=C(C=CC=C1)C#N